COCCN(CC[C@@H](C(=O)O)NC1=NC=NC2=CC=CC=C12)CCCCC1=NC=2NCCCC2C=C1 (2S)-4-[2-methoxyethyl-[4-(5,6,7,8-tetrahydro-1,8-naphthyridin-2-yl)butyl]amino]-2-(quinazolin-4-ylamino)butanoic acid